(1S,2R,3S,5S)-4-(6-((2-chloro-5-meth-ylbenzyl)amino)-2-(5-chloropyridin-3-yl)-9H-purin-9-yl)-2,3-dihydroxyl-N-methylbicyclo[3.1.0]hexane-1-formamide ClC1=C(CNC2=C3N=CN(C3=NC(=N2)C=2C=NC=C(C2)Cl)C2[C@@H]([C@@H]([C@@]3(C[C@H]23)C(=O)NC)O)O)C=C(C=C1)C